ClC1=C(C=C(C=C1)C(F)(F)F)CC(=O)N 2-[2-chloro-5-(trifluoromethyl)phenyl]acetamide